3-(bis(2-((tert-butyldimethylsilyl)oxy)dodecyl)amino)propyl (2S)-2-amino-4-phenylbutanoate N[C@H](C(=O)OCCCN(CC(CCCCCCCCCC)O[Si](C)(C)C(C)(C)C)CC(CCCCCCCCCC)O[Si](C)(C)C(C)(C)C)CCC1=CC=CC=C1